[6-[(2-amino-3-chloropyridin-4-yl)sulfanyl]-3-[(3S,4S)-4-amino-3-methyl-2-oxa-8-azaspiro[4.5]decan-8-yl]pyrazin-2-yl]methanol NC1=NC=CC(=C1Cl)SC1=CN=C(C(=N1)CO)N1CCC2([C@@H]([C@@H](OC2)C)N)CC1